CCNCCCCCCNCCNCCNCCCCCC(=O)[O-] 3,10,13,16-tetraazadocosan-22-oate